C(C)(C)(C)S(=O)(=O)N1C(C(C2=CC=C(C=C12)NC(C1=C(C=C(C=C1)NS(=O)(=O)CCO)N1CCC2(CC2)CC1)=O)(C)C)C N-(1-(tert-butylsulfonyl)-2,3,3-trimethylindolin-6-yl)-4-((2-hydroxyethyl)sulfonamido)-2-(6-azaspiro[2.5]octan-6-yl)benzamide